1-[(7-chloro-1H-indol-2-yl)methyl]-3,7-dimethyl-8-(4-pyridylamino)purine-2,6-dione ClC=1C=CC=C2C=C(NC12)CN1C(N(C=2N=C(N(C2C1=O)C)NC1=CC=NC=C1)C)=O